CN(C=1C=C(C=C(C(=O)OCC)C#N)C=CC1)C ethyl 3-dimethylamino-α-cyanocinnamate